di-p-tolyl-oxygen C1(=CC=C(C=C1)OC1=CC=C(C=C1)C)C